ClC1=NN=C(N=N1)N[C@H]1CN(CCC1)C(=O)OC(C)(C)C tert-Butyl (R)-3-((6-chloro-1,2,4,5-tetrazin-3-yl)amino)piperidine-1-carboxylate